ClC=1C=CC(=C(C1)C1=CC(=C(N=N1)OC1COCC1)N)F 6-(5-chloro-2-fluorophenyl)-3-(oxolan-3-yloxy)pyridazin-4-amine